NC1=C(C(=O)NC(C)C2=C(C=CC=C2)OC(F)(F)F)C=C(C=N1)C1=CC2=C(N=C(S2)N)C=C1 2-amino-5-(2-aminobenzo[d]thiazol-6-yl)-N-(1-(2-(trifluoromethoxy)phenyl)ethyl)nicotinamide